1,4-bis(3-pyridyl)-2,3-dichloro-1,3-butadiene N1=CC(=CC=C1)C=C(C(=CC=1C=NC=CC1)Cl)Cl